Cl.Cl.CC=1C(=NC=C(C1)C)N[C@@H]1CN[C@@H](C1)C (3,5-dimethylpyridin-2-yl)((3S,5R)-5-methylpyrrolidin-3-yl)amine dihydrochloride